1,2-bis(Hexadecyloxy)-3-trimethylaminopropane CCCCCCCCCCCCCCCCOCC(C[N+](C)(C)C)OCCCCCCCCCCCCCCCC.[Cl-]